sulfanyl thiohypochlorite ClSS